C(C1=CC=CC=C1)N1CC(N([C@@H](C1)C)CCC(=O)OC)CC(=O)OC methyl 3-((6R)-4-benzyl-2-(2-methoxy-2-oxoethyl)-6-methylpiperazin-1-yl)propanoate